C(C1=CC=CC=C1)(=O)O[C@@H]1[C@H]([C@H]([C@H](O[C@@]12CCCO2)CO)O)N2N=NC(=C2)C2=CC(=C(C(=C2)F)F)F (5S,7R,8R,9S,10R)-8-hydroxy-7-(hydroxymethyl)-9-(4-(3,4,5-trifluorophenyl)-1H-1,2,3-triazol-1-yl)-1,6-dioxaspiro[4.5]decan-10-yl benzoate